(3S)-3-(5-(2-(((tert-butyldimethylsilyl)oxy)methyl)-3-fluoropyridin-4-yl)-1H-imidazol-2-yl)-7-(3-chloro-6-(difluoromethoxy)-2-fluorophenyl)-2,3,8,8a-tetrahydroindolizin-5(1H)-one [Si](C)(C)(C(C)(C)C)OCC1=NC=CC(=C1F)C1=CN=C(N1)[C@@H]1CCC2CC(=CC(N12)=O)C1=C(C(=CC=C1OC(F)F)Cl)F